COC=1C=CC(=C2C=CC(=NC12)C)CC1=CC=C(C=C1)NCC(=O)O 2-((4-((8-Methoxy-2-methylquinolin-5-yl)methyl)phenyl)amino)acetic acid